C(C)OC(=O)C=1N=C(SC1)NC=1N=NC(=C(C1CCCO)C)NC=1SC2=C(N1)C=CC=C2 ({6-[(1,3-benzothiazol-2-yl)amino]-4-(3-hydroxypropyl)-5-methylpyridazin-3-yl}amino)-1,3-thiazole-4-carboxylic acid ethyl ester